1-[[2-(difluoro-methoxy)pyridin-4-yl]methyl]-3-[(1R,3S)-3-(trifluoromethyl)cyclopentyl]urea FC(OC1=NC=CC(=C1)CNC(=O)N[C@H]1C[C@H](CC1)C(F)(F)F)F